isopropyl 4-(methyl(5-(4-(methylsulfonyl)phenyl)thiazolo[5,4-b]pyridin-2-yl)amino)piperidin-1-carboxylat CN(C1CCN(CC1)C(=O)OC(C)C)C=1SC2=NC(=CC=C2N1)C1=CC=C(C=C1)S(=O)(=O)C